N1,N1',N1'',N1''',N1'''',N1'''''-(benzene-1,2,3,4,5,6-hexaylhexakis(methylene))hexakis(propane-1,3-diamine) C1(=C(C(=C(C(=C1CNCCCN)CNCCCN)CNCCCN)CNCCCN)CNCCCN)CNCCCN